C(C)OC(=O)C=1C(=NN2C1N=CC(=C2)C2=COC=C2)C 6-(Furan-3-yl)-2-methylpyrazolo[1,5-a]pyrimidine-3-carboxylic acid ethyl ester